C1=CC(=C(C=C1C2=CC(=O)C3=C(O2)C=C(C(=C3O)[C@H]4[C@@H]([C@H]([C@@H]([C@H](O4)CO)O)O)O)O)O)O The molecule is a flavone C-glycoside consisting of luteolin having a beta-D-glucosyl residue at the 6-position. It has a role as a radical scavenger and an antineoplastic agent. It is a tetrahydroxyflavone and a flavone C-glycoside. It derives from a luteolin. It is a conjugate acid of an isoorientin(1-).